C(C)(C)(C)OC(=O)N[C@@H](C(=O)N1[C@@H](CC1)C(=O)NCC=1C=C2C=CN=C(C2=CC1)NC(OCC1=CC=CC=C1)=O)C1CCCCC1 benzyl (6-(((S)-1-((R)-2-((tert-butoxycarbonyl)amino)-2-cyclohexylacetyl)azetidine-2-carboxamido)methyl)isoquinolin-1-yl)carbamate